3-(5-(1-ethoxyvinyl)-2-isopropoxyphenyl)-4-oxo-3,4-dihydroquinazolin C(C)OC(=C)C=1C=CC(=C(C1)N1C=NC2=CC=CC=C2C1=O)OC(C)C